but-2-enoamide C(C=CC)(=O)N